2-(3-thienyl)ethanol methyl-3,3-difluoro-2,2-dimethyl-cyclobutanecarboxylate CC1(C(C(C1)(F)F)(C)C)C(=O)OCCC1=CSC=C1